C(C)(C)(C)OC(=O)N1CC(CC1)(C)NC(=CC(=O)OC)C1=CC=CC=C1 3-((3-methoxy-3-oxo-1-phenylprop-1-en-1-yl)amino)-3-methylpyrrolidine-1-carboxylic acid tert-butyl ester